(R)-N-(1-methyl-2-(3-((5-(trifluoromethyl)thiazol-2-yl)amino)piperidin-1-yl)-1H-benzo[d]imidazol-5-yl)acrylamide CN1C(=NC2=C1C=CC(=C2)NC(C=C)=O)N2C[C@@H](CCC2)NC=2SC(=CN2)C(F)(F)F